sodium (S)-3-(4-((2S,4S)-2-((difluoromethoxy)methyl)-4-(4-(trifluoromethoxy)phenoxy)pyrrolidin-1-yl)benzoylamino)-3-(4-(ethylsulfonyl)phenyl)propyl phosphate P(=O)(OCC[C@@H](C1=CC=C(C=C1)S(=O)(=O)CC)NC(C1=CC=C(C=C1)N1[C@@H](C[C@@H](C1)OC1=CC=C(C=C1)OC(F)(F)F)COC(F)F)=O)([O-])[O-].[Na+].[Na+]